5-(Cyclopropylethynyl)-2-(4,4-difluoropiperidin-1-yl)-6-(trifluoromethyl)nicotinic acid C1(CC1)C#CC=1C(=NC(=C(C(=O)O)C1)N1CCC(CC1)(F)F)C(F)(F)F